C1C(CC12OCCO2)N2N=CC(=C2)N (5,8-dioxaspiro[3.4]oct-2-yl)-1H-pyrazol-4-amine